N-{(8-[{6-(trifluoromethyl)pyridin-3-yl}oxy]quinolin-5-yl)methyl}acrylamide FC(C1=CC=C(C=N1)OC=1C=CC(=C2C=CC=NC12)CNC(C=C)=O)(F)F